ClC1=C(C=C2C=C(N=CC2=C1)NC(=O)C1C(C1C1=NN(C=C1)C)CC)C1CCN(CC1)C1(COCC1F)C N-(7-chloro-6-(1-(4-fluoro-3-methyltetrahydrofuran-3-yl)piperidin-4-yl)isoquinolin-3-yl)-2-ethyl-3-(1-methyl-1H-pyrazol-3-yl)cyclopropane-1-carboxamide